2-(4-bromo-3-fluorobenzyl)-1-(oxetan-2-ylmethyl)-1H-benzo[d]imidazole-6-carboxylic acid methyl ester COC(=O)C=1C=CC2=C(N(C(=N2)CC2=CC(=C(C=C2)Br)F)CC2OCC2)C1